N1C=C(C2=CC=CC=C12)C([C@H](C1=CC=CC=C1)NCCC1=CC=C(C#N)C=C1)=O |r| (S)- and (R)-4-(2-((2-(1H-indol-3-yl)-2-oxo-1-phenylethyl)amino)ethyl)benzonitrile